(S)-5-((dimethylamino)methyl)-2-(1-(4-ethoxy-5-fluoropyridin-2-yl)ethyl)-7-((2-(methylamino)-1H-imidazol-1-yl)methyl)-3,4-dihydroisoquinolin-1(2H)-one CN(C)CC1=C2CCN(C(C2=CC(=C1)CN1C(=NC=C1)NC)=O)[C@@H](C)C1=NC=C(C(=C1)OCC)F